3-chloropropanamide hydrochloride Cl.ClCCC(=O)N